NC1=C(OCCCOC2=C(C=C(C=C2)N)N)C=CC(=C1)N 1,3-BIS-(2,4-DIAMINOPHENOXY)-PROPANE